ClC=1C(=NC=CC1C1=NC(=C(C=C1)CNC[C@@H]1CCC(N1)=O)OC)C1=C(C(=CC=C1)NC1=C(C(=CC(=C1)Cl)CNCCO)F)Cl (S)-5-((((3'-chloro-2'-(2-chloro-3-((5-chloro-2-fluoro-3-(((2-hydroxyethyl)amino)methyl)phenyl)amino)phenyl)-6-methoxy-[2,4'-bipyridin]-5-yl)methyl)amino)methyl)pyrrolidin-2-one